(S)-6-((5-(1-amino-1,3-dihydrospiro[indene-2,4'-piperidin]-1'-yl)pyrazin-2-yl)thio)benzo[c][1,2]oxaborol-1(3H)-ol N[C@@H]1C2=CC=CC=C2CC12CCN(CC2)C=2N=CC(=NC2)SC=2C=CC1=C(B(OC1)O)C2